aminoazomethyl-benzene NN=NCC1=CC=CC=C1